[C@H]1(CC[C@@H](CC1)O)O (cis)-cyclohexane-1,4-diol